3-Chloro-5-((5-cyano-3-(2,2,2-trifluoroethoxy)pyridin-2-yl)oxy)-N-(4-methyl-1,1-dioxidotetrahydro-2H-thiopyran-4-yl)pyrazolo[1,5-a]pyridine-2-carboxamide ClC=1C(=NN2C1C=C(C=C2)OC2=NC=C(C=C2OCC(F)(F)F)C#N)C(=O)NC2(CCS(CC2)(=O)=O)C